CC=1C=CC(=NC1)CN1N=CC(=C1)B1OC(C(O1)(C)C)(C)C 5-methyl-2-[[4-(4,4,5,5-tetramethyl-1,3,2-dioxaborolan-2-yl)pyrazol-1-yl]methyl]pyridine